NC=1C2=C(N=C(N1)Cl)N(C=C2Br)C2C(C(C(C2)C2=CC(=CC=C2)OC)O)O 3-(4-amino-5-bromo-2-chloro-7H-pyrrolo[2,3-d]pyrimidin-7-yl)-5-(3-methoxyphenyl)cyclopentane-1,2-diol